F[C@H]1CN(CC[C@H]1NC1=CC=CC=2N1N=C(C2CC(F)(F)F)CCC)C 3-(7-{[(3S,4R)-3-fluoro-1-methylpiperidin-4-yl]amino}-3-(2,2,2-trifluoroethyl)pyrazolo[1,5-a]pyridin-2-yl)propane